3-methyl-1,2-cyclohexanedicarboxylic acid CC1C(C(CCC1)C(=O)O)C(=O)O